N1=CC=C(C2=CC=CC=C12)B(O)O 4-quinolinyl-boronic acid